OC(C)(C1=CC=CC=C1)C=1SC2=C(N(C=3C(N(N=CC32)CC3=C2C=NN(C2=CC=C3)COCC[Si](C)(C)C)=O)C)N1 2-(1-hydroxy-1-phenylethyl)-4-methyl-6-((1-((2-(trimethylsilyl)ethoxy)methyl)-1H-indazol-4-yl)methyl)-4H-thiazolo[5',4':4,5]pyrrolo[2,3-d]pyridazin-5(6H)-one